N=C1OC(=CN1CC1=CC=CC=2NC(=NC21)NC(CO)(C)C2=CC(=CC=C2)C(F)(F)F)C 2-({4-[(2-imino-5-methyl-2,3-dihydro-1,3-oxazol-3-yl)methyl]-1H-1,3-benzodiazol-2-yl}amino)-2-[3-(trifluoromethyl)-phenyl]propan-1-ol